CNC1CCC1 N-methyl-cyclobutylamine